CN(C)[Si](C1=CC=C(C=C1)C=C)(CC)CC (dimethylamino)diethyl-4-ethenylphenylsilane